(1R,2R)-(-)-N-(p-toluenesulfonyl)-1,2-diphenylethylenediamine CC1=CC=C(C=C1)S(=O)(=O)N[C@@H]([C@H](N)C1=CC=CC=C1)C1=CC=CC=C1